tert-butyl (4aS,9bS)-7-(trifluoromethyl)-3,4,4a,9b-tetrahydro-2H-benzofuro[3,2-b]pyridine-1-carboxylate FC(C1=CC2=C(C=C1)[C@@H]1N(CCC[C@@H]1O2)C(=O)OC(C)(C)C)(F)F